dibromobutane tert-butyl-(5-chloro-1-phenyl-1H-pyrazol-4-yl)carbamate C(C)(C)(C)N(C(O)=O)C=1C=NN(C1Cl)C1=CC=CC=C1.BrC(C(C)Br)C